ethyl 2-(trifluoromethyl)-1H-imidazole-4-carboxylate FC(C=1NC=C(N1)C(=O)OCC)(F)F